C(CCC)C=1C=C(C=C(C1O)CCCC)CCC(=O)NNC(CCC1=CC(=C(C(=C1)CCCC)O)CCCC)=O N,N'-bis(3,5-di-butyl-4-hydroxyphenylpropionyl)hydrazine